N[C@@H](C(=O)O)CNC(C1=CC(=CC(=C1)C=1C=NOC1C)F)=O (R)-2-amino-3-(3-fluoro-5-(5-methylisoxazol-4-yl)benzamido)propanoic acid